2-(2'-Hydroxy-3'-tert.butyl-5'-methylphenyl)-5-chloro-benzotriazole OC1=C(C=C(C=C1C(C)(C)C)C)N1N=C2C(=N1)C=CC(=C2)Cl